ethylenediamine disuccinic acid salt C(CCC(=O)O)(=O)O.C(CCC(=O)O)(=O)O.C(CN)N